FC(CC1=NN=C2N1C1=CC=C(C=C1C(=N2)NC2=CC(=CC(=C2)C#CC(C)(C)OC)F)F)F (2,2-difluoroethyl)-7-fluoro-N-(3-fluoro-5-(3-methoxy-3-methylbut-1-yn-1-yl)phenyl)-[1,2,4]triazolo[4,3-a]quinazolin-5-amine